N1-(5-Bromo-3-nitropyridin-2-yl)-N1,N3,N3-trimethylpropane-1,3-diamine BrC=1C=C(C(=NC1)N(CCCN(C)C)C)[N+](=O)[O-]